COC(=O)C=1C=CC=2C(N1)=CN(N2)C2CCOCC2 2-(tetrahydro-2H-pyran-4-yl)-2H-pyrazolo[4,3-b]Pyridine-5-carboxylic acid methyl ester